7-bromo-1-keto-1,3-dihydrospiro[indene-2,4'-piperidine]-1'-carboxylic acid tert-butyl ester C(C)(C)(C)OC(=O)N1CCC2(CC1)C(C1=C(C=CC=C1C2)Br)=O